COC1=NC=NC(=C1C1=CC=2C(=CN=C(C2)NC(=O)[C@H]2[C@@H](C2)CN(C)C)N1C)OC (1R,2R)-N-[2-(4,6-dimethoxypyrimidin-5-yl)-1-methylpyrrolo[2,3-c]pyridin-5-yl]-2-[(dimethylamino)methyl]cyclopropane-1-carboxamide